CC=1NC(=C(C(C1C(C)=O)C1=CSC2=NC=CC=C21)C(C)=O)C 1,1'-(2,6-dimethyl-4-(thieno[2,3-b]pyridin-3-yl)-1,4-dihydropyridin-3,5-diyl)bis(ethan-1-one)